3-Benzyl 2-(tert-butyl) (1S,3S,5S)-5-(2-amino-2-thioxoethyl)-2-azabicyclo[3.1.0]hexane-2,3-dicarboxylate NC(C[C@@]12C[C@H](N([C@H]2C1)C(=O)OC(C)(C)C)C(=O)OCC1=CC=CC=C1)=S